FC=1C=C(C=C(C1O)OC)C1=CN=CC(=N1)C1=CC(=CS1)NC(CCCC)=O N-(5-(6-(3-fluoro-4-hydroxy-5-methoxyphenyl)pyrazin-2-yl)thiophen-3-yl)pentanamide